I(=O)(=O)O.[CH-]1C=CC=C1.[CH-]1C=CC=C1.[Fe+2] ferrocene iodate